FC=1C=C(C=CC1)C1NC(OC1)=O 4-(3-fluorophenyl)-oxazolidin-2-one